2-(piperidin-3-yl)propan-2-ol N1CC(CCC1)C(C)(C)O